6-(2,2-difluorocyclopropyl)-N-(8-fluoro-2-(1-((3-hydroxyazetidine-3-yl)methyl)piperidin-4-yl)-7-(2-hydroxypropan-2-yl)imidazo(1,2-a)pyridin-6-yl)picolinamide FC1(C(C1)C1=CC=CC(=N1)C(=O)NC=1C(=C(C=2N(C1)C=C(N2)C2CCN(CC2)CC2(CNC2)O)F)C(C)(C)O)F